(E)-3-(2-trifluoromethoxyphenyl)acrylic acid FC(OC1=C(C=CC=C1)/C=C/C(=O)O)(F)F